[Si](C1=CC=CC=C1)(C1=CC=CC=C1)(C(C)(C)C)OCC1=C(N=CN1COCC[Si](C)(C)C)I 5-(((tert-butyldiphenylsilyl)oxy)methyl)-4-iodo-1-((2-(trimethylsilyl)ethoxy)methyl)-1H-imidazole